C(C)(=O)N1CC2=C(CC1)N(N=C2N2CCCC1=CC(=CC=C21)C#N)C2CCN(CC2)CCC#C 1-[5-acetyl-1-(1-but-3-ynyl-4-piperidyl)-6,7-dihydro-4H-pyrazolo[4,3-c]pyridin-3-yl]-3,4-dihydro-2H-quinoline-6-carbonitrile